ClC1=CC(=C(S1)C1=CC=C(C(=N1)C)O[C@@H]1C[C@H](CCC1)C(=O)OC)COC(=O)OC1=CC=C(C=C1)[N+](=O)[O-] methyl (1S,3S)-3-((6-(5-chloro-3-((((4-nitrophenoxy)carbonyl)oxy)methyl)thiophen-2-yl)-2-methylpyridin-3-yl)oxy)cyclohexane-1-carboxylate